5-[2-(tert-butoxy)-2-oxoethyl]-[1,2,4]triazolo[1,5-a]pyridin-8-yl 4-[({[(tert-butoxy)carbonyl] amino}methanimidoyl)amino]-3-fluorobenzoate C(C)(C)(C)OC(=O)NC(=N)NC1=C(C=C(C(=O)OC=2C=3N(C(=CC2)CC(=O)OC(C)(C)C)N=CN3)C=C1)F